C(CCC)C1=C(C(=CC=C1)C1=CC=CC=C1)N n-butyl-[1,1'-biphenyl]-2-amine